FC(CCCC1CC(C2=CC=CC=C12)=O)(F)F 2,3-dihydro-3-(4,4,4-trifluorobutyl)-1H-inden-1-one